5-(4-(1H-pyrrolo[3,2-c]pyridin-2-yl)phenyl)-N-methylpyridin-2-amine N1C(=CC=2C=NC=CC21)C2=CC=C(C=C2)C=2C=CC(=NC2)NC